ClC1=NC(=NC(=N1)NC1=CC(=CC=C1)C(F)(F)F)C=1CCN(CC1)C(=O)OC(C)(C)C tert-butyl 4-(4-chloro-6-((3-(trifluoromethyl)phenyl)amino)-1,3,5-triazin-2-yl)-3,6-dihydropyridine-1(2H)-carboxylate